Cl.F[C@H]1C[C@H](CNC1)O |r| rac-(3R,5S)-5-fluoropiperidine-3-ol hydrochloride